C(C)(C)(C)OC(=O)N1CCC(CC1)OC1=C(C=C(C=C1)C(=O)OC)C1CCCCC1.[F-].[NH4+].C(C)OC([C@@H](N)CC1=CC=C(C=C1)O)=O Tyrosine-O-ethylester ammonium fluoride tert-butyl-4-(2-cyclohexyl-4-(methoxycarbonyl)phenoxy)piperidine-1-carboxylate